ClC1=NC(=CC=C1C(=O)OC(C)(C)C)N1N=C(C=C1)OCCC1C2(C13CC3)CC2 tert-butyl 2-chloro-6-[3-(2-dispiro[2.0.2.1]heptan-7-ylethoxy)pyrazol-1-yl]pyridine-3-carboxylate